O=C1NC(CCC1N1C(C2=CC=CC(=C2C1)NCC(=O)N1CCC(CC1)C(=O)NC1=C(C(=CC=C1)CS(=O)(=O)N1CCC(CC1)=O)F)=O)=O 1-[2-[[2-(2,6-dioxo-3-piperidyl)-1-oxo-isoindolin-4-yl]amino]acetyl]-N-[2-fluoro-3-[(4-oxo-1-piperidyl)sulfonylmethyl]phenyl]piperidine-4-carboxamide